9-chloro-3,4'-bidibenzo[b,d]furan ClC1=CC=CC2=C1C1=C(O2)C=CC=C1C1=CC=CC=2OC3=C(C21)C=CC=C3